silicon dioxide, calcium salt [Ca].[Si](=O)=O